Ethyl (S)-3-(3-(4-Hydroxy-1-methyl-2-oxo-1,2-dihydropyridin-3-yl)ureido)-3-(3-(pyrazin-2-yl)phenyl)propanoat OC1=C(C(N(C=C1)C)=O)NC(N[C@@H](CC(=O)OCC)C1=CC(=CC=C1)C1=NC=CN=C1)=O